4,4'-(1,3-phenylenebis(1H-1,2,3-triazole-4,1-diyl))dibenzoic acid C1(=CC(=CC=C1)C=1N=NN(C1)C1=CC=C(C(=O)O)C=C1)C=1N=NN(C1)C1=CC=C(C(=O)O)C=C1